7-fluoro-2-(perfluorobutyl)-4-phenylquinoline FC1=CC=C2C(=CC(=NC2=C1)C(C(C(C(F)(F)F)(F)F)(F)F)(F)F)C1=CC=CC=C1